OCC(NCCCS(=O)(=O)O)(CO)CO N-[Tris(hydroxymethyl)methyl]-3-aminopropanesulfonic acid